C1(CC1)C1=C(C(=NO1)C1=C(C=C(C=C1Cl)F)Cl)COC1C[C@H]2CC[C@@H](C1)N2C(=O)N2CC1=CC=C(C=C1C2)C(=O)O 2-((1R,3R,5S)-3-((5-cyclopropyl-3-(2,6-dichloro-4-fluorophenyl)isoxazol-4-yl)methoxy)-8-azabicyclo[3.2.1]octane-8-carbonyl)isoindoline-5-carboxylic acid